ClC=1C=CC(=C(C1)S(=O)(=O)[N-]C1=CC=2C=3N(CCOC2N=C1)C(=NN3)C)OC.[K+] potassium [(5-chloro-2-methoxyphenyl)sulfonyl](3-methyl-5,6-dihydropyrido[3,2-f][1,2,4]triazolo[4,3-d][1,4]oxazepin-10-yl)azanide